O[C@@H]1C[C@@H]2[C@]3(CCCC[C@H]3CC[C@H]2[C@@H]2CC[C@H]([C@@H](CCC(=O)O)C)[C@@]12C)C β,12β-hydroxy-5β-cholanic acid